1-(naphthalen-1-yl)piperazine C1(=CC=CC2=CC=CC=C12)N1CCNCC1